ClC=1C(=NC(=NC1)NC1=C(C=C(C(=C1)C)C=1C[C@@H](N[C@@H](C1)C1CC1)C1CC1)OC(C)C)NC1=C(C=CC=C1)S(=O)(=O)C(C)C 5-chloro-N2-(4-((cis)-2,6-dicyclopropyl-1,2,3,6-tetra-hydropyridin-4-yl)-2-isopropoxy-5-methylphenyl)-N4-(2-(isopropylsulfonyl)phenyl)pyrimidine-2,4-diamine